ClC=1C=C(C=C(C1)OC1=CC(=C(C=C1)F)Cl)NC(=O)C1=CC2=C(S1)C=CC(=C2)C(C)(C)S(=O)(=O)C N-(3-Chloro-5-(3-chloro-4-fluorophenoxy)phenyl)-5-(2-(methylsulfonyl)propan-2-yl)benzo[b]thiophen-2-carboxamid